2-methoxy-5-[[2-[5-methyl-2-(6-oxo-5H-1,5-naphthyridin-2-yl)-1-piperidyl]-2-oxo-acetyl]amino]pyridine-3-carboxamid COC1=NC=C(C=C1C(=O)N)NC(C(=O)N1C(CCC(C1)C)C1=NC=2C=CC(NC2C=C1)=O)=O